rac-3-(1-isopropylpyrrolidin-3-yl)-6-methyl-5-(piperidin-1-ylmethyl)-5,6-dihydro-1,4,2-dioxazine C(C)(C)N1CC(CC1)C1=NOC(C(O1)CN1CCCCC1)C